F[C@@H]\1[C@@H]2C[C@H]([C@H](C/C1=C\C1=CN=C(N=N1)C1=C(C=C(C=C1)N1C=NC=C1)O)N2)OC 2-(6-((E)-((1S,2S,5S,6R)-2-fluoro-6-methoxy-8-azabicyclo[3.2.1]octan-3-ylidene)methyl)-1,2,4-triazin-3-yl)-5-(1H-imidazol-1-yl)phenol